ClC1=C(C=CC(=C1)C=O)C1=C(C=CC=C1)OC 2-Chloro-2'-methoxy-[1,1'-biphenyl]-4-carbaldehyde